3,4-dimethylbenzo[d]oxazol-2(3H)-one CN1C(OC2=C1C(=CC=C2)C)=O